[(3S,6S,7R,8R)-8-benzyl-3-[(3-acetoxy-4-methoxy-pyridine-2-carbonyl)amino]-6-methyl-4,9-dioxo-1,5-dioxonan-7-yl]2-methylpropanoate C(C1=CC=CC=C1)[C@@H]1[C@H]([C@@H](OC([C@H](COC1=O)NC(=O)C1=NC=CC(=C1OC(C)=O)OC)=O)C)OC(C(C)C)=O